C(CC(=C)C)C1=CC=CC=2OC3=CC=CC=C3C(C12)=O isopentenyl-xanthone